4-[[(6-chloro-3-pyridinyl)methyl]methylamino]-2(5H)-furanone ClC1=CC=C(C=N1)CN(C1=CC(OC1)=O)C